The molecule is a linear tetrasaccharide comprised of tyvelose, mannose, rhamnose and galactose residues linked alpha(1->3, alpha(1->4) and alpha(1->3), respectively, with alpha configuration at the anomeric centre of the galactose residue. C[C@@H]1[C@H](C[C@@H]([C@H](O1)O[C@H]2[C@@H]([C@H](O[C@@H]([C@H]2O)O[C@H]3[C@@H](O[C@H]([C@@H]([C@@H]3O)O)O[C@H]4[C@H]([C@H](O[C@@H]([C@@H]4O)O)CO)O)C)CO)O)O)O